FC(C1=CC=C(OC2=C3CCNCC3=CC=C2)C=C1)(F)F 5-(4-(trifluoromethyl)phenoxy)-1,2,3,4-tetrahydroisoquinoline